N[C@H](CC1=C(C=2N=C(N=C(C2S1)NCC=1OC=CC1)Cl)C)C (S)-6-(2-aminopropyl)-2-chloro-N-(furan-2-ylmethyl)-7-methylthieno[3,2-d]pyrimidin-4-amine